5-[4-(dimethylamino)phenyl]-1,3-oxazol CN(C1=CC=C(C=C1)C1=CN=CO1)C